tert-Butyl-(2S)-2-(1,1-difluoroethyl)-7-hydroxy-2,3-dihydropyrido[2,3-f][1,4]oxazepine C(C)(C)(C)[C@@]1(OC2=C(C=NC1)N=C(C=C2)O)C(C)(F)F